CC1=C2C=CC3=CC=CC=C3C2=C(C4=CC=CC=C14)C The molecule is a tetraphene having methyl substituents at the 7- and 12-positions. It is a potent carcinogen and is present in tobacco smoke. It has a role as a carcinogenic agent. It is a member of tetraphenes and an ortho-fused polycyclic arene.